(±)-11-Quinuclidin-3-yl-5,6-dihydrobenzo[b][1]benzazepine N12CC(C(CC1)CC2)C=2C1=C(NC3C(C2)=CC=CC3)C=CC=C1